6-(2,6-dichloro-4-nitrophenoxy)-2-(4-methylbenzyl)-3,4-dihydroisoquinolin ClC1=C(OC=2C=C3CCN(CC3=CC2)CC2=CC=C(C=C2)C)C(=CC(=C1)[N+](=O)[O-])Cl